N-[(3R,4S)-3-fluoro-1-methyl-3-methyl-4-piperidyl]-6-{3-[4-(N-methylcarbamoyl)-5-fluoro-2-anisidino]-1-propynyl}-1-(2,2,2-trifluoroethyl)-1H-benzo[d]imidazole-4-carboxamide F[C@@]1(CN(CC[C@@H]1NC(=O)C1=CC(=CC=2N(C=NC21)CC(F)(F)F)C#CCNC=2C(OC)=CC(=C(C2)C(NC)=O)F)C)C